(S)-ethyl 1-(2-((tert-butoxycarbonyl) amino) propyl)-4-methyl-1H-pyrrole-3-carboxylate C(C)(C)(C)OC(=O)N[C@H](CN1C=C(C(=C1)C)C(=O)OCC)C